Cl.C12CC(CC(CC1)N2)OC=2C=C1C(=NC=NC1=CC2OC)NC2=CC(=C(C=C2)OC2=CC1=C(N(C=N1)C)C=C2)C 6-((endo-8-Azabicyclo[3.2.1]octan-3-yl)oxy)-7-methoxy-N-(3-methyl-4-((1-methyl-1H-benzo[d]imidazol-5-yl)oxy)phenyl)quinazolin-4-amine hydrochloride